ethyl 6-methylpyrazolo[3,2-b][1,3]thiazole-2-carboxylate CC=1C=C2SC(=CN2N1)C(=O)OCC